3-Bromo-6-((3s,5r)-3,4,5-trimethylpiperazin-1-yl)imidazo[1,2-b]pyridazine BrC1=CN=C2N1N=C(C=C2)N2C[C@@H](N([C@@H](C2)C)C)C